(R)-1-(4-((2-(3-Fluorophenyl)-2-hydroxyethyl)amino)-4-methyl-piperidin-1-yl)ethan-1-one FC=1C=C(C=CC1)[C@H](CNC1(CCN(CC1)C(C)=O)C)O